trans-2-(4-chloro-3-fluorophenoxy)-N-(4-(5-((4-chloro-3-fluorophenoxy)methyl)-1,3,4-oxadiazol-2-yl)cyclohexyl)acetamide ClC1=C(C=C(OCC(=O)N[C@@H]2CC[C@H](CC2)C=2OC(=NN2)COC2=CC(=C(C=C2)Cl)F)C=C1)F